3-(7,7-difluoro-5-azaspiro[2.4]heptan-5-yl)-4-fluoro-1-(p-tolyl-sulfonyl)indazole FC1(CN(CC12CC2)C2=NN(C1=CC=CC(=C21)F)S(=O)(=O)C2=CC=C(C=C2)C)F